[La].[Er].[Bi] bismuth-erbium-lanthanum